FC(CN1C(=NC2=C1C=C(C=C2F)C2=CNC=1N=C(N=C(C12)OC)N[C@@H]1CCC(N(C1)C)=O)C)F (R)-5-((5-(1-(2,2-difluoroethyl)-4-fluoro-2-methyl-1H-benzo[d]imidazol-6-yl)-4-methoxy-7H-pyrrolo[2,3-d]pyrimidin-2-yl)amino)-1-methylpiperidin-2-one